1,1,1,3,5,5,5-heptamethyl-3-(1-(oxiranyl-2-ylmethoxy)prop-1-en-2-yl)trisiloxane C[Si](O[Si](O[Si](C)(C)C)(C(=COC=C1OC1)C)C)(C)C